Cl.FC=1C=C2C=3C=CC(=CC3NC2=CC1F)C(C(=O)N)C 2-(6,7-difluoro-9H-carbazol-2-yl)propanamide hydrochloride